(2-(trifluoromethyl)pyridin-4-yl)methylamine FC(C1=NC=CC(=C1)CN)(F)F